(3R,4R)-1-(1H-benzo[d]imidazol-5-yl)-4-(2,6-difluoro-4-(1-(trifluoromethyl)-1H-pyrazol-4-yl)phenyl)-3-ethylazetidin-2-one N1C=NC2=C1C=CC(=C2)N2C([C@@H]([C@@H]2C2=C(C=C(C=C2F)C=2C=NN(C2)C(F)(F)F)F)CC)=O